C(#N)N1C[C@@H](OCC1)C(=O)NC1=NC=NC(=C1)C1=CC(=CC=C1)OC(C)C (R)-4-cyano-N-(6-(3-isopropoxyphenyl)pyrimidin-4-yl)morpholine-2-carboxamide